CC1(OCC[C@@H](C1)C=1C=C2C=C(N(C2=CC1)[C@@]1([C@H](C1)C1CC1)C1=NOC(N1)=C=O)C(=O)O)C 5-((S)-2,2-dimethyltetrahydro-2H-pyran-4-yl)-1-((1R,2S)-2-(5-carbonyl-4,5-dihydro-1,2,4-oxadiazol-3-yl)-[1,1'-bi(cyclopropane)]-2-yl)-1H-indole-2-carboxylic acid